C(CCCCCCC)O.[Zr] zirconium n-octanol